(5-cyclobutylpyridin-2-yl)propanamide C1(CCC1)C=1C=CC(=NC1)C(C(=O)N)C